3-(benzo[d][1,3]dioxolan-5-yl)acrylic acid O1COC2=C1C=CC(=C2)C=CC(=O)O